NC(C)(CC)C1=NC=C(C=N1)C1=CC2=C(N=C3N2[C@H]2C4=C(C(N([C@@H]3C2)C([2H])([2H])[2H])=O)C=CC=C4C#C[Si](C(C)C)(C(C)C)C(C)C)C=C1 (7R,14R)-11-(2-(2-aminobutan-2-yl)pyrimidin-5-yl)-6-(methyl-d3)-1-((triisopropylsilyl)ethynyl)-6,7-dihydro-7,14-methanobenzo[f]benzo[4,5]imidazo[1,2-a][1,4]diazocin-5(14H)-one